C(C)(=O)NNC=1C(OC2=CC=CC=C2C1)=O acetylhydrazinocoumarin